2',3-dichloro-3'-fluoro-4-hydroxy-5',6-dimethyl-2H-[1,4'-bipyridin]-2-one ClC1=NC=C(C(=C1F)N1C(C(=C(C=C1C)O)Cl)=O)C